tert-butyl 4-(6-{2,8-dimethylimidazo[1,2-b]pyridazin-6-yl}-8-methoxy-1-oxoisoquinolin-2-yl)piperidine-1-carboxylate CC=1N=C2N(N=C(C=C2C)C=2C=C3C=CN(C(C3=C(C2)OC)=O)C2CCN(CC2)C(=O)OC(C)(C)C)C1